C1(CC1)C(OC=1C=2N(C=C(C1)C=1N=NN(C1C)C1CCNCC1)N=CC2C#N)C2=NC=C(C=C2)F 4-[cyclopropyl-(5-fluoro-2-pyridyl)methoxy]-6-[5-methyl-1-(4-piperidyl)triazol-4-yl]pyrazolo[1,5-a]pyridine-3-carbonitrile